N1=CN=C(C=C1)CCC=O 3-(PYRIMIDIN-4-YL)PROPANAL